C(#C)C=1C=C(C(=NC1)CNC(OC(C)(C)C)=O)OC Tert-butyl ((5-ethynyl-3-methoxypyridin-2-yl)methyl)carbamate